C(C)(C)(C)OC(=O)N[C@@H](C[C@H](C(=O)O)[C@@H](C=C)CO[Si](C)(C)C(C)(C)C)C(=O)OC (2S,3R)-2-((S)-2-((tert-butoxycarbonyl)amino)-3-methoxy-3-oxopropyl)-3-(((tert-butyldimethylsilyl)oxy)methyl)pent-4-enoic acid